(4-amino-5-(quinolin-3-yl)pyrrolo[2,1-f][1,2,4]triazin-7-yl)acetaldehyde NC1=NC=NN2C1=C(C=C2CC=O)C=2C=NC1=CC=CC=C1C2